CN(C(=CC(=O)C=1C(=NC(=NC1)SC)OC)C)C 3-(dimethylamino)-1-(4-methoxy-2-(methylthio)pyrimidin-5-yl)-buten-1-one